N1(CCCCC1)C1CCN(CC1)CC1=C(C(=O)NCC(C2=CC=CC=C2)=O)C=CC=C1 2-([1,4'-bipiperidin]-1'-ylmethyl)-N-(2-oxo-2-phenylethyl)benzamide